(S)-4-(6-(3-fluoro-4-methylphenyl)thieno[3,2-d]pyrimidin-4-yl)-N-(4-(methylthio)benzyl)piperazine-2-carboxamide FC=1C=C(C=CC1C)C1=CC=2N=CN=C(C2S1)N1C[C@H](NCC1)C(=O)NCC1=CC=C(C=C1)SC